N1=C(NC2=C1C1=CC=CC=C1C=C2)CCNCCC=2OC=C(N2)C(=O)NCC=2N=C1C=CC=CC1=C1C=CC=CC21 2-(2-((2-(3H-naphtho[1,2-d]imidazol-2-yl)ethyl)amino)ethyl)-N-(phenanthridin-6-ylmethyl)oxazole-4-carboxamide